2-((4-(4-fluoro-2-methylphenyl)-1-oxo-1,2-dihydroisoquinolin-7-yl)oxy)acetonitrile FC1=CC(=C(C=C1)C1=CNC(C2=CC(=CC=C12)OCC#N)=O)C